C(C1=CC=CC=C1)O[C@@H](C)CS (S)-2-(benzyloxy)-3-mercaptopropan